NC[C@H]1OC[C@@H]([C@@H]2[C@H]1OC(O2)(C)C)NC2=NC(=CN=C2)C(F)(F)F N-((3aS,4R,7S,7aR)-4-(aminomethyl)-2,2-dimethyltetrahydro-4H-[1,3]dioxolo[4,5-c]pyran-7-yl)-6-(trifluoromethyl)pyrazin-2-amine